5-((4-(8-chloro-7-((2-methyl-1H-benzo[d]imidazol-6-yl)oxy)quinoxalin-2-yl)-1H-pyrazol-1-yl)methyl)-2-methyl-1,2-thiazinane 1,1-dioxide ClC=1C(=CC=C2N=CC(=NC12)C=1C=NN(C1)CC1CCN(S(C1)(=O)=O)C)OC=1C=CC2=C(NC(=N2)C)C1